ClC1=CC=2C(=NN(N2)C2=C(C=C(C=C2)OCCCCCCCC)O)C=C1 2-[5-chloro-(2H)-benzotriazol-2-yl]-5-(octyloxy)phenol